NC([C@@H](CCC(=O)OCC1=CC=CC=C1)NC(=O)OC(C)(C)C)=O (R)-benzyl 5-amino-4-((tert-butoxy carbonyl) amino)-5-oxopentanoate